COC(=O)C1=CC2=C(C=N1)C[C@@]1(C(NC3=NC=CC=C31)=O)C2.C(CCCCCCCCCCC)C2=CC=C(C=C2)[I+]C2=CC=C(C=C2)CCCCCCCCCCCCCC (4-dodecylphenyl)(4-tetradecylphenyl)iodonium methyl-(S)-2'-oxo-1',2',5,7-tetrahydrospiro[cyclopenta[c]pyridine-6,3'-pyrrolo[2,3-b]pyridine]-3-carboxylate